N,N-dimethyl-N,N-dihexylammonium bis(trifluoromethanesulfonyl)imide [N-](S(=O)(=O)C(F)(F)F)S(=O)(=O)C(F)(F)F.C[N+](CCCCCC)(CCCCCC)C